C[C@]([C@H](C=O)O)(O)[C@H](O)[C@H](O)CO 3-Methyl-D-glucose